(2S)-2-(3-(1H-pyrazol-5-yl)pyrrolidin-1-yl)-N-(5-chloropyridin-2-yl)propanamide N1N=CC=C1C1CN(CC1)[C@H](C(=O)NC1=NC=C(C=C1)Cl)C